FC(CN1[C@H]2CN([C@@H](C1)C2)C2=NC(=C1C(=N2)N(N=C1)C1=C(C=C(C=C1)F)F)O)F 6-[(1R,4R)-5-(2,2-difluoroethyl)-2,5-diazabicyclo[2.2.1]heptan-2-yl]-1-(2,4-difluorophenyl)pyrazolo[3,4-d]pyrimidin-4-ol